N-[3-[2-[4-(4-acetylpiperidin-1-yl)-2-methoxy-phenylamino]-5-(trifluoromethyl)pyrimidin-2-yl]phenyl]prop-2-enamide C(C)(=O)C1CCN(CC1)C1=CC(=C(C=C1)NC1(NC=C(C=N1)C(F)(F)F)C=1C=C(C=CC1)NC(C=C)=O)OC